C(#N)C=1C=C(C=CC1F)NC(=O)C1=CN(C=C1C)C N-(3-cyano-4-fluorophenyl)-1,4-dimethyl-1H-pyrrole-3-carboxamide